2-(methoxymethyl)piperazine-1-carboxylate COCC1N(CCNC1)C(=O)[O-]